COC1=CC=C(C=C1)CN1C(C(CCC1=O)N1C(N(C2=C1C=CC=C2C2=CC1CCC(C2)N1C(=O)OC(C)(C)C)C)=O)=O tert-butyl 3-[1-[1-[(4-methoxyphenyl)methyl]-2,6-dioxo-3-piperidyl]-3-methyl-2-oxo-benzimidazol-4-yl]-8-azabicyclo[3.2.1]oct-2-ene-8-carboxylate